CSCCCCC[C@@H](C(=O)[O-])NO The molecule is an N-hydroxy-L-polyhomomethioninate that is the conjugate base of N-hydroxy-L-trihomomethionine, obtained by deprotonation of the carboxy group; major species at pH 7.3. It is a N-hydroxy-L-polyhomomethioninate and a N-hydroxytrihomomethioninate. It is a conjugate base of a N-hydroxy-L-trihomomethionine.